3-(4-Chlorophenyl)-N-(1-methyl-2-(pyridin-4-yl)-1H-imidazol-5-yl)propanamide ClC1=CC=C(C=C1)CCC(=O)NC1=CN=C(N1C)C1=CC=NC=C1